[N+](=O)([O-])C1=CC=C(C=N1)N1CC2(C1)CCN(CC2)C(=O)OC(C)(C)C tert-butyl 2-(6-nitropyridin-3-yl)-2,7-diazaspiro[3.5]nonane-7-carboxylate